5-fluoro-N-(3-(4-methylpiperazin-1-yl)phenyl)-4-(1-isopropyl-1H-pyrazol-4-yl)pyrimidin-2-amine FC=1C(=NC(=NC1)NC1=CC(=CC=C1)N1CCN(CC1)C)C=1C=NN(C1)C(C)C